C1=C(C=CC2=CC=CC=C12)N(C1=CC2=CC=CC=C2C=C1)C=1C(=C(C=CC1)C=1C(=CC=CC1)C1=CC=CC=C1)N(C1=CC2=CC=CC=C2C=C1)C1=CC2=CC=CC=C2C=C1 bis[N,N-bis(2-naphthyl)amino]terphenyl